tert-butylphenyl-sulfonium trifluoromethanesulfonate FC(S(=O)(=O)[O-])(F)F.C(C)(C)(C)[SH+]C1=CC=CC=C1